methoxyisopropyl chloride COC(C)(C)Cl